(1RS,3SR)-5'-Bromo-4'-chloro-3-(1H-pyrazol-1-yl)-1',2'-dihydrospiro[cyclopentane-1,3'-pyrrolo[2,3-b]pyridine] BrC=1C(=C2C(=NC1)NC[C@]21C[C@H](CC1)N1N=CC=C1)Cl |r|